3-bromo-2-hydroxy-4-methylpyridine BrC=1C(=NC=CC1C)O